C1(=CC=CC=C1)C[C@H](C)N1C=NC(=C1)C=O {1-[(2S)-1-phenylprop-2-yl]-1H-imidazol-4-yl}methanone